tert-Butyl 4-[4-amino-3-(dibenzylamino)-2-fluorophenyl]tetrahydropyran-4-carboxylate NC1=C(C(=C(C=C1)C1(CCOCC1)C(=O)OC(C)(C)C)F)N(CC1=CC=CC=C1)CC1=CC=CC=C1